2-methyl-3,3,4,4,5,5,6,6,7,7,8,8,9,9,10,10,11,11,12,12,13,13,13-tricosafluorotridecyl acrylate C(C=C)(=O)OCC(C(C(C(C(C(C(C(C(C(C(C(F)(F)F)(F)F)(F)F)(F)F)(F)F)(F)F)(F)F)(F)F)(F)F)(F)F)(F)F)C